3-(3,7-dimethylocta-2,6-dien-1-yl)-2,4-dihydroxy-N-isopropyl-6-pentylbenzamide CC(=CCC=1C(=C(C(=O)NC(C)C)C(=CC1O)CCCCC)O)CCC=C(C)C